P1(OC2=C(C=CC=C2)O1)(=O)Cl o-Phenylene phosphorochloridate